7-(3-(4-(benzo[d]thiazol-2-yl)phenoxy)propoxy)-2H-benzopyran-2-one S1C(=NC2=C1C=CC=C2)C2=CC=C(OCCCOC1=CC3=C(C=CC(O3)=O)C=C1)C=C2